7-((1,4-Dimethyl-1H-pyrrolo[2,3-b]pyridin-6-yl)oxy)-2-azaspiro[3.5]nonan CN1C=CC=2C1=NC(=CC2C)OC2CCC1(CNC1)CC2